C(=O)(OC(C)(C)C)N1CCC(CC1)CBr 1-N-Boc-4-(bromomethyl)piperidine